N-(5-bromo-1-trityl-1H-indazol-3-yl)-1-(3-hydroxy-2,2-dimethylpropyl)piperidine-4-carboxamide BrC=1C=C2C(=NN(C2=CC1)C(C1=CC=CC=C1)(C1=CC=CC=C1)C1=CC=CC=C1)NC(=O)C1CCN(CC1)CC(CO)(C)C